C(=O)O.FC1=CC=CC(=N1)C1=NN(C=C1NC(=O)C=1N=C(SC1)C=1C=NNC1)C1CC(C1)OCC(F)(F)F N-(3-(6-fluoropyridin-2-yl)-1-((1s,3s)-3-(2,2,2-trifluoroethoxy)cyclobutyl)-1H-pyrazol-4-yl)-2-(1H-pyrazol-4-yl)thiazole-4-carboxamide formate